FC=1C(=NC=CC1CN1C[C@H]([C@@H](C1)C)O)C=1C=C2CN(C(C2=CC1)=O)C1C(NC(CC1)=O)=O 3-(5-(3-fluoro-4-(((3S,4R)-3-hydroxy-4-methylpyrrolidin-1-yl)methyl)pyridin-2-yl)-1-oxoisoindolin-2-yl)piperidine-2,6-dione